S1C=NC2=C1C(=CC=C2)C2=CC=C(C=C2)C(C(=O)NC)NC(=O)NC=2N=C(SC2)C#C 2-(4-(Benzo[d]thiazol-7-yl)phenyl)-2-(3-(2-ethynylthiazol-4-yl)ureido)-N-methylacetamide